(E)-6-(6-(2-(5-cyclopropyl-3-(3,5-dichloropyridin-4-yl)isoxazol-4-yl)vinyl)-3-azabicyclo[3.1.0]hex-3-yl)-1-methyl-1H-indole-3-carboxylic acid C1(CC1)C1=C(C(=NO1)C1=C(C=NC=C1Cl)Cl)/C=C/C1C2CN(CC12)C1=CC=C2C(=CN(C2=C1)C)C(=O)O